C1(=CC=CC2=CC=CC=C12)C1=C(C=CC=C1)C=1C(=C(C(=C(C1)C1=CC=CC=C1)N)N)C1=C(C=CC=C1)C1=CC=CC2=CC=CC=C12 bis(naphthylphenyl)biphenyldiamine